BrC1=CC2=C(SC3=C2C=C(C=C3)Br)C=C1 2,8-dibromo-dibenzothiophene